N1CC(C1)C(C(=O)N)CCC1=NC=2NCCCC2C=C1 (azetidin-3-yl)-4-(5,6,7,8-tetrahydro-1,8-naphthyridin-2-yl)butyramide